β-(aminoethyl)γ-aminopropyl-methyl-dimethoxysilane NCCC(C[Si](OC)(OC)C)CN